tert-butyl (3-(3-(2-(4,4-dimethylpiperidin-1-yl)acetamido)-4-methylthiophene-2-carboxamido)propyl)(methyl)carbamate CC1(CCN(CC1)CC(=O)NC1=C(SC=C1C)C(=O)NCCCN(C(OC(C)(C)C)=O)C)C